ClC(=C(Cl)Cl)Cl 1,1,2,2-tetrachloroethylene